ClC1=C(C=CC(=C1)CCNC(CCl)=O)N1CCN(CC1)C(=O)OC(C)(C)C tert-Butyl 4-(2-chloro-4-(2-(2-chloroacetamido)ethyl)phenyl)piperazine-1-carboxylate